CN1N=CC2=CC=C(C=C12)C1=C2CN(C(C2=CC=C1)=O)CC(C(=O)N)=C 2-{[4-(1-methyl-1H-indazol-6-yl)-1-oxo-2,3-dihydro-1H-isoindol-2-yl]methyl}prop-2-enamide